ClC=1C=C(OCC(=O)NC23CC(C2)(C3)NC(COCC3=CC(=CC=C3)C)=O)C=CC1Cl 2-(3,4-Dichlorophenoxy)-N-(3-{2-[(3-methylphenyl)methoxy]-acetylamino}bicyclo[1.1.1]pentan-1-yl)acetamide